N1(CCC1)C1=NC=C(C(=C1)C)[N+](=O)[O-] 2-(azetidin-1-yl)-4-methyl-5-nitropyridine